CN1CCC(CC1)NCC1=CC=C(C=C1)OC1=C2C(=NC=C1)NC=C2C 1-methyl-N-(4-((3-methyl-1H-pyrrolo[2,3-b]pyridin-4-yl)oxy)benzyl)piperidin-4-amine